6H-pyrano[3,2-b]Xanthen-6-one O1CC=CC2=CC=3C(C=4C=CC=CC4OC3C=C21)=O